FC(S(=O)(=O)OC1=NC=2N(C=C1)C=C(N2)C2=C(C=C(C=C2)N2N=CC=N2)OCC2=CC=CC=C2)(F)F 2-(2-(benzyloxy)-4-(2H-1,2,3-triazol-2-yl)phenyl)imidazo[1,2-a]pyrimidin-7-yl trifluoromethanesulfonate